O.[Gd] gadolinium compound with water